tert-butyl (2-amino-5-trifluoromethylphenyl)carbamate NC1=C(C=C(C=C1)C(F)(F)F)NC(OC(C)(C)C)=O